COC(=O)C=1C(NC(N(N1)C1=CC(=C(C(=C1)Cl)OC1=NNC(C(=C1)C1CC1)=O)Cl)=O)=O 2-(3,5-Dichloro-4-((5-cyclopropyl-6-oxo-1,6-dihydropyridazin-3-yl)oxy)phenyl)-3,5-dioxo-2,3,4,5-tetrahydro-1,2,4-triazine-6-carboxylic acid methyl ester